O1CC(C1)N1N=CC(=C1)C=1C=CC=2N(C1)N=CC2C#N 6-(1-(oxetan-3-yl)-1H-pyrazol-4-yl)pyrazolo[1,5-a]pyridine-3-carbonitrile